(R or S)-5-(2-(3-(2-(4,5-difluorothiophen-2-yl)ethyl)-3-(ethoxymethyl)pyrrolidin-1-yl)propan-2-yl)-2-methylpyridine FC=1C=C(SC1F)CC[C@@]1(CN(CC1)C(C)(C)C=1C=CC(=NC1)C)COCC |o1:9|